quinoline-4(2H)-one hydrochloride monohydrate O.Cl.N1CCC(C2=CC=CC=C12)=O